NC1CCN(CC1)C1=CC=NC=C1 4-(4-aminopiperidinyl)pyridine